C(CCCCCCCCCCCCCCCCCCCCCCCCC)OCCCCCCCCCCCCCCCCCCCCCC n-docosyl hexacosyl ether